3-bromo-5-isopropoxypyrazolo[1,5-a]pyridine BrC=1C=NN2C1C=C(C=C2)OC(C)C